(2S,2'S)-2,2'-(oxybis(ethane-2,1-diyl))bis((N-(4-((4-guanidinobenzoyl)oxy)benzyl)sulfamoyl)azanediyl)disuccinic acid O(CCN(S(NCC1=CC=C(C=C1)OC(C1=CC=C(C=C1)NC(=N)N)=O)(=O)=O)[C@H](C(=O)O)CC(=O)O)CCN(S(NCC1=CC=C(C=C1)OC(C1=CC=C(C=C1)NC(=N)N)=O)(=O)=O)[C@H](C(=O)O)CC(=O)O